C(C)(C)(C)OC(=O)N1CCC(=CC1)C1=CC=C2C(=NN(C2=C1)C)C=1C(=NC(=CC1)OCC1=CC=CC=C1)OCC1=CC=CC=C1 4-[3-(2,6-dibenzyloxy-3-pyridinyl)-1-methyl-indazol-6-yl]-3,6-dihydro-2H-pyridine-1-carboxylic acid tert-butyl ester